C(C)(C)(C)C=1C=C(C=CC1)C1[C@@H]2CN(C[C@H]12)C(=O)C1CC2(C1)NC(OC2)=O (2s,4S)-2-((1R,5S,6S)-6-(3-(tert-Butyl)phenyl)-3-azabicyclo[3.1.0]hexane-3-carbonyl)-7-oxa-5-azaspiro[3.4]octan-6-one